3-{3-isopropyl-4-[(6-oxo-5,6,7,8-tetrahydro-4-pteridinyl)oxy]phenyl}-1-[3-(trifluoromethyl)phenyl]-2,4-imidazolidinedione C(C)(C)C=1C=C(C=CC1OC1=NC=NC=2NCC(NC12)=O)N1C(N(CC1=O)C1=CC(=CC=C1)C(F)(F)F)=O